2-[4-(2-{2-[2-(2-azidoethoxy)ethoxy]ethoxy}ethoxy)phenyl]ethan-1-ol N(=[N+]=[N-])CCOCCOCCOCCOC1=CC=C(C=C1)CCO